FC1(CCCCC1)C(=O)N 1-fluorocyclohexane-1-carboxamide